(S)-ethyl 2-(2-((7-(2-(1-amino-2,2,2-trifluoroethyl)pyridin-4-yl)benzofuran-5-yl)methoxy)phenyl)acetate N[C@H](C(F)(F)F)C1=NC=CC(=C1)C1=CC(=CC=2C=COC21)COC2=C(C=CC=C2)CC(=O)OCC